1-chloro-3-fluoro-2-nitrobenzene ClC1=C(C(=CC=C1)F)[N+](=O)[O-]